FC1=NN(C2=CC=C(C=C12)C(C1=CC=C(C=C1)N1CCN(CC1)C(=O)OC(C)(C)C)=CC1CC(OC(C1)(C)C)(C)C)C1CCOCC1 tert-butyl 4-(4-((3-fluoro-1-(tetrahydro-2H-pyran-4-yl)-1H-indazol-5-yl)(2,2,6,6-tetramethyltetrahydro-4H-pyran-4-ylmethylene)methyl)phenyl)piperazine-1-carboxylate